C(C)(=O)N1C(N(C(N(C1)C(C)=O)=C=O)C(C)=O)=C=O 1,3,5-triacetyl-2,4-dicarbonyl-hexahydro-1,3,5-triazine